8-(3,5-dichlorO-2,4-difluorO-phenyl)-N-(2,3-dihydro-1,4-benzoxazin-4-yl)-7-fluoro-4-morpholino-quinoline-3-carboxamide ClC=1C(=C(C=C(C1F)Cl)C=1C(=CC=C2C(=C(C=NC12)C(=O)NN1CCOC2=C1C=CC=C2)N2CCOCC2)F)F